C(C)(=O)N1CCC(CC1)CNC=1C=C2CCN(C(C2=CC1)=O)C[C@@H](CN1CC2=CC=CC=C2CC1)O 6-[(1-Acetyl-4-piperidyl)methylamino]-2-[(2R)-3-(3,4-dihydro-1H-isoquinolin-2-yl)-2-hydroxy-propyl]-3,4-dihydroisoquinolin-1-one